CC=1N=C(C=2C(N1)=CC(N(C2)C2CN1CCC2CC1)=C=O)N[C@H](C)C=1C=C(C#N)C=C(C1)C(F)(F)F 3-((1R)-1-((2-methyl-7-carbonyl-6-(quinuclidin-3-yl)-6,7-dihydropyrido[4,3-d]pyrimidin-4-yl)amino)ethyl)-5-(trifluoromethyl)benzonitrile